3-(1'-(4-(1H-pyrazol-1-yl)benzyl)-6-oxo-6,8-dihydro-2H,7H-spiro[furo[2,3-e]isoindole-3,4'-piperidin]-7-yl)piperidine-2,6-dione N1(N=CC=C1)C1=CC=C(CN2CCC3(CC2)COC2=C4CN(C(C4=CC=C23)=O)C2C(NC(CC2)=O)=O)C=C1